FC=1C=C(C=C2C3(C(=NC12)C)CCCC3)C3=NC(=NC=C3C#N)N[C@H]3[C@@H](CN(CC3)S(=O)(=O)C)O 4-(7'-Fluoro-2'-methyl-spiro[cyclopentane-1,3'-indol]-5'-yl)-2-(((3R,4R)-3-hydroxy-1-(methylsulfonyl)piperidin-4-yl)amino)pyrimidine-5-carbonitrile